CNC(=O)C1=NC=C(C=C1)N1[C@@H]2CC[C@@H]2N(CC1)CC=1C=NC=2C=C(C(NC2C1)=O)C(F)(F)F cis-N-methyl-5-(5-((6-oxo-7-(trifluoromethyl)-5,6-dihydro-1,5-naphthyridin-3-yl)methyl)-2,5-diazabicyclo[4.2.0]oct-2-yl)pyridineamide